C(C)(=O)C1=C2C=C(NC(C2=CC(=C1)F)=O)C=1C(=NN(C1)C)CO 5-acetyl-7-fluoro-3-(3-(hydroxymethyl)-1-methyl-1H-pyrazol-4-yl)isoquinolin-1(2H)-one